N=1C=CN2C1C=CC(=C2)C2=CC=C(C=C2)S(=O)(=O)N2CCC(CC2)NC2=CC=C(C=C2)OC(F)(F)F 1-(4-{imidazo[1,2-a]pyridin-6-yl}benzenesulfonyl)-N-[4-(trifluoromethoxy)phenyl]piperidin-4-amine